1-[2-[[6-benzyloxy-8-fluoro-7-(1,1,4-trioxo-1,2,5-thiadiazolidin-2-yl)-2-naphthyl]oxy]ethyl]-3-[4-[1-(2,6-dioxo-3-piperidyl)-3-methyl-2-oxo-benzimidazol-5-yl]phenyl]urea C(C1=CC=CC=C1)OC=1C=C2C=CC(=CC2=C(C1N1S(NC(C1)=O)(=O)=O)F)OCCNC(=O)NC1=CC=C(C=C1)C1=CC2=C(N(C(N2C)=O)C2C(NC(CC2)=O)=O)C=C1